C(C)(C)(C)OC(=O)N1C2CN(CC1C2)C2=NC=C(C=C2)C=2C=1N(C=C(C2)OC[C@H](C)O)N=CC1C#N 3-(5-(3-Cyano-6-((S)-2-hydroxypropoxy)pyrazolo[1,5-a]pyridin-4-yl)pyridin-2-yl)-3,6-diazabicyclo[3.1.1]heptane-6-carboxylic acid tert-butyl ester